C(C)(C)(C)OC(=O)N[C@@H](C(=O)O)C(F)(F)F (2S)-2-[(tert-butoxycarbonyl)amino]-3,3,3-trifluoropropanoic acid